C(N)(OC1C(N(C2=C(OC1)C=CC(=C2)Br)C)=O)=O (7-bromo-5-methyl-4-keto-2,3,4,5-tetrahydrobenzo[b][1,4]oxazepin-3-yl) carbamate